4,4'-bis-(4-chloro-3-sulfostyryl)-biphenyl disodium salt [Na+].[Na+].ClC1=C(C=C(C=CC2=CC=C(C=C2)C2=CC=C(C=C2)C=CC2=CC(=C(C=C2)Cl)S(=O)(=O)[O-])C=C1)S(=O)(=O)[O-]